5-({2-[4-bromo-2-(difluoromethyl)phenyl]-2-azaspiro[3.3]heptan-6-yl}oxy)-2'-ethoxy-N-[(3R)-1-methylpyrrolidin-3-yl][2,3'-bipyridine]-6-carboxamide BrC1=CC(=C(C=C1)N1CC2(C1)CC(C2)OC=2C=CC(=NC2C(=O)N[C@H]2CN(CC2)C)C=2C(=NC=CC2)OCC)C(F)F